[Au].[V].[Co] cobalt vanadium gold